[S].C1(=CC(=CC=C1)[O])C m-toluyl-oxygen sulfur